5-benzoyl-9-ethynyl-16-methoxy-2,3,4,10,12-pentaazatetracyclo[11.4.0.02,6.08,12]Heptadecane-1(17),3,5,8,10,13,15-heptaene C(C1=CC=CC=C1)(=O)C=1N=NN2C3=CC(=CC=C3N3C=NC(=C3CC12)C#C)OC